NC1CC(CCC1N)O 3,4-diaminocyclohexanol